ClC1=NN(C=C1C(=O)O)CC(C)(C)O 3-chloro-1-(2-hydroxy-2-methylpropyl)-1H-pyrazole-4-carboxylic acid